4-Piperidyl-[(3S)-3-pyrazin-2-ylisoxazolidin-2-yl]methanone TrifluoroAcetic Acid Salt FC(C(=O)O)(F)F.N1CCC(CC1)C(=O)N1OCC[C@H]1C1=NC=CN=C1